N1CCC(CC1)CCC1CCN(CC1)CCCC(C(O)(O)O)O 4-(2-(piperidine-4-yl)ethyl)piperidinepentanetetrol